cyclohexylmethyl-3-azabicyclo[3.1.0]hexan-6-amine C1(CCCCC1)CC12CNCC2C1N